2-(2-chloro-6-fluorophenyl)-N-(1-methoxy-5-sulfamoylisoquinolin-7-yl)acetamide ClC1=C(C(=CC=C1)F)CC(=O)NC1=CC(=C2C=CN=C(C2=C1)OC)S(N)(=O)=O